3-Methyl-2-oxo-N-(7-((5-(trifluoromethyl)pyridin-2-yl)oxy)-2,3-dihydrobenzo[b]-[1,4]dioxin-5-yl)imidazolidine-4-carboxamide CN1C(NCC1C(=O)NC1=CC(=CC=2OCCOC21)OC2=NC=C(C=C2)C(F)(F)F)=O